(1S,3R)-3-({2-methoxy-3-[3-(pyrrolidin-1-yl)propoxy]-6H,7H,8H-cyclopenta[b]1,5-naphthyridin-9-yl}amino)cyclopentane-1-carbonitrile COC=1N=C2C(=C3C(=NC2=CC1OCCCN1CCCC1)CCC3)N[C@H]3C[C@H](CC3)C#N